BrC1=NN2C(S1)=NC(=C2)C2=CC=C(C(=O)N(C)C)C=C2 4-(2-bromoimidazo[2,1-b][1,3,4]thiadiazol-6-yl)-N,N-dimethylbenzamid